barium copper selenium fluoride [Se](F)F.[Cu].[Ba]